C(C)(C)(C)OC(=O)N1C(N([C@@H](C1)C(N(C1CC1)C1=C(C(=C(C=C1)F)Cl)F)=O)C1=NC(=CC(=C1)C(F)(F)F)C)=O (S)-4-((3-chloro-2,4-difluorophenyl)-(cyclopropyl)carbamoyl)-3-(6-methyl-4-(trifluoromethyl)pyridin-2-yl)-2-oxoimidazolidine-1-carboxylic acid tert-butyl ester